N-(3-(2-fluoro-4-methoxyphenyl)pyridin-4-yl)-7-(methylsulfonylamino)quinazoline-2-carboxamide FC1=C(C=CC(=C1)OC)C=1C=NC=CC1NC(=O)C1=NC2=CC(=CC=C2C=N1)NS(=O)(=O)C